C(=C)[Si](O[Si](C1=CC=CC=C1)(O[Si](C=C)(C)C)O[Si](C=C)(C)C)(C)C tri(vinyl-dimethyl-siloxy)phenylsilane